6'-(3-Cyanophenyl)-2'-oxo-1',4'-dihydro-2'H-spiro[pyrrolidine-3,3'-quinoline] C(#N)C=1C=C(C=CC1)C=1C=C2CC3(C(NC2=CC1)=O)CNCC3